BrC1=CC=C2C(C(=C(N(C2=C1)C(C)C)C(=O)OCC)C)=O ethyl 7-bromo-1-isopropyl-3-methyl-4-oxo-1,4-dihydroquinoline-2-carboxylate